C(C=C)C1(C(CCC1=O)=O)C 2-Allyl-2-methyl-1,3-cyclopentanedion